O[C@@]1(C2(C(=C3C(=C(C=C3C1=O)C)COC(C)(C)OC)C)CC2)C (R)-6'-hydroxy-3'-(((2-methoxypropan-2-yl)oxy)methyl)-2',4',6'-trimethylspiro[cyclopropane-1,5'-inden]-7'(6'H)-one